4-amino-5-chloro-2-methoxy-N-((1-(4-methylpiperazin-1-yl)cycloheptyl)methyl)benzamide NC1=CC(=C(C(=O)NCC2(CCCCCC2)N2CCN(CC2)C)C=C1Cl)OC